(R)-1-(4-(2-(3-bromo-4-((S)-3-chloro-2-hydroxypropoxy)phenyl)propan-2-yl)phenoxy)-3-(4-(hydroxymethyl)-1H-1,2,3-triazol-1-yl)propan-2-ol BrC=1C=C(C=CC1OC[C@@H](CCl)O)C(C)(C)C1=CC=C(OC[C@@H](CN2N=NC(=C2)CO)O)C=C1